C(C=C)NCCO 2-(allylamino)ethane-1-ol